ClC1=NC=C(C(=N1)NC1=CC=2C3=C(C(N(C2C=C1)C)=O)C(OC[C@@H](N3)C)=O)Cl (S)-10-((2,5-dichloropyrimidin-4-yl)amino)-2,7-dimethyl-2,3-dihydro-[1,4]oxazepino-[6,5-c]quinoline-5,6(1H,7H)-dione